C(CCCCC)C(C(=O)OCCN(CCOC(C(CCCCCCCC)CCCCCC)=O)CCN1CCN(CC1)CCN(CCOC(C(CCCCCCCC)CCCCCC)=O)CCN(CCOC(C(CCCCCCCC)CCCCCC)=O)CCOC(C(CCCCCCCC)CCCCCC)=O)CCCCCCCC ((2-(4-(2-((2-(bis(2-((2-hexyldecanoyl)oxy)ethyl)amino)ethyl)(2-((2-hexyldecanoyl)oxy)ethyl)amino)ethyl)piperazin-1-yl)ethyl)azanediyl)bis(ethane-2,1-diyl) bis(2-hexyldecanoate)